CC(=CCC/C(=C/CC/C(=C/C[C@]12[C@H](O1)[C@@H](C(=CC2=O)OC)O)/C)/C)C The molecule is a class II yanuthone that is 5,6-epoxy-cyclohex-2-en-1-one which is substituted at positions 3, 4, and 6 by methoxy, hydroxy, and trans,trans-farnesyl groups, respectively (the 4S,5R,6R stereoisomer). Isolated from the filamentous fungus Aspergillus niger, it shows antifungal activity towards the pathogenic yeast Candida albicans (IC50 = 51.7 +-4.7 muM). It has a role as an Aspergillus metabolite and an antifungal agent. It is a class II yanuthone, an enol ether and a secondary alcohol. It derives from a (2-trans,6-trans)-farnesol.